O[C@H]1CN(CC1)C1=CC=C2C(C(=CN(C2=C1)C(C)C)CN([C@@H]1CN(CCC1)C1=CN=NC=C1)CC1=CC(=NC=C1)C)=O 7-[(3R)-3-hydroxypyrrolidin-1-yl]-3-({[(2-methylpyridin-4-yl)methyl][(3S)-1-(pyridazin-4-yl)piperidin-3-yl]amino}methyl)-1-(propan-2-yl)-1,4-dihydroquinolin-4-one